methyl (1R,3S,5S)-3-methyl-6-picolinoyl-6-azabicyclo[3.1.1]heptane-1-carboxylate CC=1C=NC(=CC1)C(=O)C1[C@@]2(N[C@@H](CC1)C2)C(=O)OC